ClC1=CC2=C(N=C(C=3N2C=NC3)NCC3=C(C=C(C=C3)OC)OC)C=N1 8-chloro-N-(2,4-dimethoxybenzyl)imidazo[1,5-a]pyrido[3,4-e]pyrazin-4-amine